(R)-5-(7-chloro-3-cyclohexyl-5-(5-fluoropyridin-3-yl)-2-methyl-1,1-dioxido-2,3,4,5-tetrahydrobenzo[f][1,2,5]thiadiazepin-8-yl)-2-fluorobenzoate ClC=1C(=CC2=C(N(C[C@H](N(S2(=O)=O)C)C2CCCCC2)C=2C=NC=C(C2)F)C1)C=1C=CC(=C(C(=O)[O-])C1)F